4-fluoro-4-methyl-2-methyleneoxan-3-ylacetate FC1(C(C(OCC1)=C)CC(=O)[O-])C